FC(C1=CC=C(C=C1)C(C)=O)(F)F p-trifluoromethylphenyl-ethanone